3-methoxy-N,N-Dimethylpropanamide CN(C)C(=O)CCOC